C(C)(C)(C)N1C[C@H](CCC1)NC1=NC=C(C(=N1)N1OCC[C@H]1C1=CC=CC=C1)C(F)(F)F tert-Butyl-(S)-3-((4-((S)-3-phenylisoxazolidin-2-yl)-5-(trifluoromethyl)pyrimidin-2-yl)amino)piperidin